N-[1-[(2-chloropyrimidin-5-yl)methyl]-2-pyridylidene]-2,2,2-trifluoro-acetamide ClC1=NC=C(C=N1)CN1C(C=CC=C1)=NC(C(F)(F)F)=O